(1S,3R,4S,5R)-3-((5-chloro-4-(6-(2-hydroxypropan-2-yl)-3-methylthieno[3,2-b]pyridin-2-yl)pyrimidin-2-yl)amino)-6,8-dioxabicyclo[3.2.1]octan-4-ol ClC=1C(=NC(=NC1)N[C@@H]1C[C@H]2CO[C@@H]([C@H]1O)O2)C2=C(C1=NC=C(C=C1S2)C(C)(C)O)C